C1(=CC=C(C=C1)OCCS)OCCS 2,2'-[1,4-phenylenebis(oxy)]bis[ethane-1-thiol]